N[C@@H]1[C@@H](OCC12CCN(CC2)C=2N=CC(=NC2CO)SC2=CC=NC1=C2OCC2N1C(NC2)=O)C 4-((5-((3S,4S)-4-amino-3-methyl-2-oxa-8-azaspiro[4.5]decan-8-yl)-6-(hydroxymethyl)pyrazin-2-yl)thio)-6,6a,7,8-tetrahydro-9H-imidazo[1,5-d]pyrido[3,2-b][1,4]oxazin-9-one